ClC1=CC(=C(C=C1F)C(C)=O)O 1-(4-chloro-5-fluoro-2-hydroxyphenyl)ethan-1-one